N-(4-((3,4-difluoro-2-methoxyphenyl)amino)-2-methyl-3-oxo-2,3-dihydro-1H-pyrazolo[3,4-b]pyridin-6-yl)cyclopropanecarboxamide FC=1C(=C(C=CC1F)NC1=C2C(=NC(=C1)NC(=O)C1CC1)NN(C2=O)C)OC